COC1=CC=C(C=CC=[N+]([O-])C2=CC=C(C=C2)C(=O)O)C=C1 (p-methoxystyryl)-N-(4-carboxyphenyl)nitrone